tert-Butyl 8-(7-bromo-6-chloro-8-fluoro-quinazolin-4-yl)-3,8-diazabicyclo[3.2.1]octane-3-carboxylate BrC1=C(C=C2C(=NC=NC2=C1F)N1C2CN(CC1CC2)C(=O)OC(C)(C)C)Cl